carbamic acid (R)-2,2-difluoro-2-(3-isopropylphenyl)-1-phenylethyl ester FC([C@@H](C1=CC=CC=C1)OC(N)=O)(C1=CC(=CC=C1)C(C)C)F